hydroxymethyl-1-(((1r,4s)-4-(trifluoromethyl)cyclohexyl)methyl)piperidine-3,4,5-triol OCC1N(CC(C(C1O)O)O)CC1CCC(CC1)C(F)(F)F